(12R,14S)-4-hydroxy-12-methoxy-7-(2-nitrobenzenesulfonyl)-16-oxa-7,10,20,21,24-pentaazapentacyclo[15.5.2.12,6.010,14.020,23]pentacosa-1(23),2,4,6(25),17(24),18,21-heptaen-11-one OC=1C=C2C=3C=NN4C=CC(OC[C@@H]5C[C@H](C(N5CCN(C(C1)=C2)S(=O)(=O)C2=C(C=CC=C2)[N+](=O)[O-])=O)OC)=NC34